C(C)(C)(C)OC(NC1CCN(CC1)S(=O)(=O)C1=CC(=CC=C1)C(C=O)(C)C)=O (1-((3-(2-methyl-1-oxopropan-2-yl)phenyl)sulfonyl)piperidin-4-yl)carbamic acid tert-butyl ester